3-triethoxysilylpropyl-amine C(C)O[Si](CCCN)(OCC)OCC